N-(4-fluoro-3-((5-(3-fluoro-5-(trifluoromethoxy)phenyl)-2-((1-methyl-1H-pyrazol-4-yl)amino)pyrimidin-4-yl)amino)phenyl)acrylamide FC1=C(C=C(C=C1)NC(C=C)=O)NC1=NC(=NC=C1C1=CC(=CC(=C1)OC(F)(F)F)F)NC=1C=NN(C1)C